isopentanethiol C(CC(C)C)S